ClC1=CC(=C(CNC23CC(C2)C3)C=C1)F N-(4-chloro-2-fluorobenzyl)bicyclo[1.1.1]pentan-1-amine